Methyl (3,4-dimethoxybenzoyl)-L-isoleucinate COC=1C=C(C(=O)N[C@@H]([C@@H](C)CC)C(=O)OC)C=CC1OC